C(C)(C)(C)OC(=O)NNC(=O)C1(CCC1)C(=O)OCC 2-(1-(ethoxycarbonyl)cyclobutane-1-carbonyl)hydrazine-1-carboxylic acid tert-butyl ester